6-bromo-1-methylquinolin-2(1H)-one BrC=1C=C2C=CC(N(C2=CC1)C)=O